CC1=C(C=C(C=C1)C)CC(=O)Cl 2,5-dimethyl-phenylacetyl chloride